COC1=C(C=C(C=C1)C2=C(C(=O)C3=C(C=C(C=C3O2)OC)O)O)O The molecule is a dimethoxyflavone that is quercetin in which the hydroxy groups at positions 7 and 4' are replaced by methoxy groups. Isolated from Cyperus teneriffae, it exhibits anti-inflammatory activity. It has a role as an anti-inflammatory agent and a plant metabolite. It is a trihydroxyflavone, a member of flavonols and a dimethoxyflavone. It derives from a quercetin.